FC1=C(C=C(C=C1C)C1=C(C=CC=C1C)C)[C@H](CC(=O)O)NC([C@H](CC(C)C)N1C(N=C(C(=C1)CCN1CC(C1)(C)F)C(C)C)=O)=O (S)-3-(4-fluoro-2',5,6'-trimethyl-[1,1'-biphenyl]-3-yl)-3-((S)-2-(5-(2-(3-fluoro-3-methylazetidin-1-yl)ethyl)-4-isopropyl-2-oxopyrimidin-1(2H)-yl)-4-methylpentanamido)propanoic acid